FC(C(=O)O)(F)F.C(C)#N acetonitrile trifluoroacetate